5-amino-4-bromo-2-(7-morpholino-2-(pyridin-4-yl)pyrazolo[1,5-a]pyrimidin-5-yl)pyridazin-3(2H)-one NC1=C(C(N(N=C1)C1=NC=2N(C(=C1)N1CCOCC1)N=C(C2)C2=CC=NC=C2)=O)Br